ethyl (R)-2-(chloromethyl)-4-((6-ethyl-6-azaspiro[2.5]octan-4-yl)oxy)benzoate ClCC1=C(C(=O)OCC)C=CC(=C1)O[C@@H]1C2(CC2)CCN(C1)CC